(R)-5-((3-aminopiperidin-1-yl)methyl)-N-(4-(4-morpholinyl-7H-pyrrolo[2,3-d]pyrimidin-6-yl)phenyl)imidazo[1,2-a]pyridine-7-carboxamide N[C@H]1CN(CCC1)CC1=CC(=CC=2N1C=CN2)C(=O)NC2=CC=C(C=C2)C2=CC1=C(N=CN=C1N1CCOCC1)N2